C(C)(C)(C)OC(\C=C\C(=C)C1=C(SC=C1)C(NC=1C=CC=C2C=CC=NC12)=O)=O (E)-4-(2-(quinolin-8-ylcarbamoyl)thiophen-3-yl)penta-2,4-dienoic acid tert-butyl ester